p-chlorobenzoic acid ammonium salt [NH4+].ClC1=CC=C(C(=O)[O-])C=C1